N(=[N+]=[N-])C1=C(C(=O)O)C=CC=C1 2-azidobenzoyl alcohol